4-(4-methyl-2-phenylpiperazin-1-yl)sulfonyl-3-pyrrolidin-1-ylaniline CN1CC(N(CC1)S(=O)(=O)C1=C(C=C(N)C=C1)N1CCCC1)C1=CC=CC=C1